trans-5-(1H-benzotriazole-5-carbonyl)-3a-methoxy-hexahydro-pyrrolo[3,4-c]pyrrole-2-carboxylic acid 4-trifluoromethoxy-benzyl ester FC(OC1=CC=C(COC(=O)N2C[C@H]3CN(C[C@@]3(C2)OC)C(=O)C2=CC3=C(NN=N3)C=C2)C=C1)(F)F